C(C)(C)(C)OC([C@@H](N(C(=O)[C@@H]1CN(CC1)S(=O)(=O)C)C)C(C)C)=O N-methyl-N-((S)-1-(methylsulfonyl)pyrrolidine-3-carbonyl)-L-valine tert-butyl ester